acryloxycyclohexane C(C=C)(=O)OC1CCCCC1